ethyl 5-(1,4-dioxa-8-azaspiro[4.5]decan-8-yl)pyridine-2-carboxylate O1CCOC12CCN(CC2)C=2C=CC(=NC2)C(=O)OCC